FC(C1=NN=C(O1)C=1C=C(C(=NC1)CN(C(=O)N1CCSCC1)C1=C(C=CC(=C1)F)F)F)F N-[[5-[5-(difluoromethyl)-1,3,4-oxadiazol-2-yl]-3-fluoro-2-pyridinyl]methyl]-N-(2,5-difluorophenyl)thiomorpholine-4-carboxamide